tert-butyl (S)-(1-(2-(6-bromo-1-(cyclopropylmethyl)-1H-indol-2-yl)-1-methyl-5-oxo-1,5,7,8-tetrahydro-6H-imidazo[4,5-g]isoquinolin-6-yl)-3-fluoropropan-2-yl)carbamate BrC1=CC=C2C=C(N(C2=C1)CC1CC1)C1=NC=2C(=CC=3CCN(C(C3C2)=O)C[C@@H](CF)NC(OC(C)(C)C)=O)N1C